C(C=C)(=O)OC1=CC=C(C=C1)C(C)=O para-acryloxyacetophenone